Tert-butyl 2-(4-cyclopropyl-6-methoxy-pyrimidin-5-yl)-4-[[4-[1-methyl-4-(trifluoromethyl)imidazol-2-yl]phenyl]methylamino]-6,8-dihydro-5H-pyrido[3,4-d]pyrimidine-7-carboxylate C1(CC1)C1=NC=NC(=C1C=1N=C(C2=C(N1)CN(CC2)C(=O)OC(C)(C)C)NCC2=CC=C(C=C2)C=2N(C=C(N2)C(F)(F)F)C)OC